BrC=1C=CC(=NC1)C1=NOC(=N1)C(=O)Cl 3-(5-bromopyridine-2-yl)-1,2,4-oxadiazole-5-carbonyl chloride